3-(1-oxo-6-(((5-(spiro[3.3]heptan-2-yl)-1,3,4-oxadiazol-2-yl)amino)methyl)isoindolin-2-yl)-1-((2-(trimethylsilyl)ethoxy)methyl)piperidine-2,6-dione O=C1N(CC2=CC=C(C=C12)CNC=1OC(=NN1)C1CC2(C1)CCC2)C2C(N(C(CC2)=O)COCC[Si](C)(C)C)=O